2-(Dimethylaminoethoxy)-ethanol CN(C)CCOCCO